N1-((S)-4,4-dimethyl-1-oxo-1-(((S)-3-oxo-1-((S)-2-oxopyrrolidin-3-yl)-4-(trifluoromethoxy)butan-2-yl)amino)pentan-2-yl)-N2-(2-fluorophenyl)oxalamide CC(C[C@@H](C(N[C@@H](C[C@H]1C(NCC1)=O)C(COC(F)(F)F)=O)=O)NC(C(=O)NC1=C(C=CC=C1)F)=O)(C)C